2-(difluoromethoxy)-5-fluoro-N-((5-(2-nitrophenyl)-1H-1,2,4-triazol-3-yl)methyl)benzamide FC(OC1=C(C(=O)NCC2=NNC(=N2)C2=C(C=CC=C2)[N+](=O)[O-])C=C(C=C1)F)F